N-(2-((2-(dimethyl-amino)ethyl)(meth-yl)amino)-4-meth-oxy-5-((6-(3-(3-(pyridin-2-ylmeth-oxy)phenyl)isoxazolidin-2-yl)pyrimidin-4-yl)amino)-phenyl)acrylamide CN(CCN(C1=C(C=C(C(=C1)OC)NC1=NC=NC(=C1)N1OCCC1C1=CC(=CC=C1)OCC1=NC=CC=C1)NC(C=C)=O)C)C